2,2-bis(4-hydroxyphenyl)pentanoic acid OC1=CC=C(C=C1)C(C(=O)O)(CCC)C1=CC=C(C=C1)O